2-pentenonitrile C(C=CCC)#N